FC(OC1=C(C=CC=C1)N1C2=C(C=C(C1=O)C1=CN(C(C=C1)=O)CC(C)C)SC(=N2)OCC)F 4-(difluoromethoxyphenyl)-2-ethoxy-6-(1-isobutyl-6-oxo-1,6-dihydropyridin-3-yl)thiazolo[4,5-b]pyridin-5(4H)-one